ClC1=NC=C(C(=N1)NC1=CC=2C3C(NC(C2C=C1)=O)C3)F 6-[(2-chloro-5-fluoro-pyrimidin-4-yl)amino]-1,1a,2,7b-tetrahydrocyclopropa[c]isoquinolin-3-one